O1CCN(C2=C1C=CC=C2)NC(=O)C=2C=NC1=C(C=CC=C1C2N2CCOCC2)C2=C(C(=CC(=C2F)F)F)F N-(2,3-dihydro-1,4-benzoxazin-4-yl)-4-morpholino-8-(2,3,5,6-tetrafluorophenyl)quinoline-3-carboxamide